The molecule is a hydroxy monocarboxylic acid anion that is the conjugate base of tetracenomycin F2, obtained by deprotonation of the carboxy group. It is a hydroxy monocarboxylic acid anion and an oxo monocarboxylic acid anion. It is a conjugate base of a tetracenomycin F2. It is a conjugate acid of a tetracenomycin F2(2-). CC(=O)C1=C(C=C2CC3=C(C(=CC(=C3)O)O)C(=O)C2=C1O)/C=C(\\CC(=O)[O-])/O